COC1=CC=C(CN(C2=C(C=C3C(=N2)C=C(N3COCC[Si](C)(C)C)CNC(C)=O)C)CC3=CC=C(C=C3)OC)C=C1 N-((5-(bis(4-methoxybenzyl)amino)-6-methyl-1-((2-(trimethylsilyl)ethoxy)methyl)-1H-pyrrolo[3,2-b]pyridin-2-yl)methyl)acetamide